methyl[(1S,2S)-2-(methylamino)cyclohexyl]amine CN[C@@H]1[C@H](CCCC1)NC